(1-benzyl-3-methoxy-2-methyl-azetidin-2-yl)methoxy-tert-butyl-dimethyl-silane C(C1=CC=CC=C1)N1C(C(C1)OC)(C)CO[Si](C)(C)C(C)(C)C